C(CCCCCCCCCCCCCCC)OC(C(C(C(OCCCCCCCCCCCCCCCC)(OCCCCCCCCCCCCCCCC)O)(OCCCCCCCCCCCCCCCC)OCCCCCCCCCCCCCCCC)(OCCCCCCCCCCCCCCCC)OCCCCCCCCCCCCCCCC)CCCCCCCCCCCC heptahexadecyloxycetyl alcohol